C(C)(=O)OCC=1N=C2N(C=C(C=C2CCl)C2CC2)C1 (8-(chloromethyl)-6-cyclopropylimidazo[1,2-a]pyridin-2-yl)methyl acetate